2-[(4-fluorophenoxy)methyl]-6-(5-fluoro-2-pyridinyl)imidazo[1,2-a]pyrimidine FC1=CC=C(OCC=2N=C3N(C=C(C=N3)C3=NC=C(C=C3)F)C2)C=C1